(4-(1-(2,2-difluoroethyl)-2-(trifluoromethyl)-1H-imidazo[4,5-c]pyridin-4-yl)-2-methoxyphenyl)(6,6-difluoro-1,4-oxazepan-4-yl)methanone FC(CN1C(=NC=2C(=NC=CC21)C2=CC(=C(C=C2)C(=O)N2CCOCC(C2)(F)F)OC)C(F)(F)F)F